4-((8-(diethylamino)octyl)thio)-2-(2,6-dioxopiperidin-3-yl)-6-fluoroisoindoline-1,3-dione C(C)N(CCCCCCCCSC1=C2C(N(C(C2=CC(=C1)F)=O)C1C(NC(CC1)=O)=O)=O)CC